Ethyl 1-(4-chloro-2-methanesulfonylpyrimidin-5-yl)cyclopropane-1-carboxylate ClC1=NC(=NC=C1C1(CC1)C(=O)OCC)S(=O)(=O)C